4-methyl-3-(4'-cyanophenyl)-7-(3',5'-dimethylpyrazolyl)coumarin CC1=C(C(OC2=CC(=CC=C12)C=1C(=NNC1C)C)=O)C1=CC=C(C=C1)C#N